FC(C1=CC=C(C=C1)C1=CN=C(O1)NC=1C=CC(=NC1)C#N)F 5-((5-(4-(difluoromethyl)phenyl)oxazol-2-yl)amino)pyridinecarbonitrile